methyl (2S)-2-(tert-butoxycarbonylamino)-3-[(2S)-7-fluoro-3-oxo-4H-1,4-benzoxazin-2-yl]propanoate C(C)(C)(C)OC(=O)N[C@H](C(=O)OC)C[C@@H]1OC2=C(NC1=O)C=CC(=C2)F